C(C1CCC(C(=O)OOOC(C)(C)C)CC1)(=O)OOOC(C)(C)C bis(tert-butylperoxy) hexahydroterephthalate